N-(4-(4-cyanopiperidin-1-yl)pyridin-3-yl)-2-phenylimidazo[1,2-b]pyridazine-8-carboxamide C(#N)C1CCN(CC1)C1=C(C=NC=C1)NC(=O)C=1C=2N(N=CC1)C=C(N2)C2=CC=CC=C2